C(#C)C1=C(NC2=CC=C(C=C12)F)C(C(C)C)=O 1-(3-ethynyl-5-fluoro-1H-indol-2-yl)-2-methylpropan-1-one